C(C)C=1C=C(C(=NC1N1CCC(CC1)N1CCN(CC1)C)OC)NC=1N=C(C2=C(N1)NC=C2)NC=2C(=C1N=CC=NC1=CC2)P(C)(C)=O (6-((2-((5-ethyl-2-methoxy-6-(4-(4-methylpiperazin-1-yl)piperidin-1-yl)pyridin-3-yl)amino)-7H-pyrrolo[2,3-d]pyrimidin-4-yl)amino)quinoxalin-5-yl)dimethyl-phosphine oxide